(6S)-5-[(2S)-2-[(tert-Butoxycarbonyl)amino]-3,3-dimethylbutyryl]-5-azaspiro[2.4]heptane-6-carboxylic acid methyl ester COC(=O)[C@H]1N(CC2(CC2)C1)C([C@H](C(C)(C)C)NC(=O)OC(C)(C)C)=O